potassium ethylenediamine diacetate C(C)(=O)[O-].C(C)(=O)[O-].C(CN)N.[K+].[K+]